NC1=NC=2C=NC(=CC2C2=C1COC2)C(=O)N2[C@H](COCC2)C=2SC=C(C2)C(F)(F)F (4-amino-1,3-dihydrofuro[3,4-c][1,7]naphthyridin-8-yl)((3R)-3-(4-(trifluoromethyl)-2-thiophenyl)-4-morpholinyl)methanone